((4-methylpentyl)oxy)benzoic acid CC(CCCOC1=C(C(=O)O)C=CC=C1)C